Cl.C(C)(C)(C)OC([C@@H](NC(=O)OCC1=CC=CC=C1)CCCCN)=O (epsilone)-carbobenzoxy-L-lysine tert-butyl ester hydrochloride